C(C)(=O)C=1C([C@]2(C[C@H](C([C@@](C1O)(C2=O)CC=C)(C)C)CC2=CC=CC=C2)CC=C)=O (1S,5S,7R)-3-Acetyl-1,5-diallyl-7-benzyl-4-hydroxy-6,6-dimethylbicyclo[3.3.1]non-3-en-2,9-dion